4,9-dihydro-1H-xanthone C1C=CCC=2OC3=CC=CC=C3C(C12)=O